C(C=CCC)(=O)OCC=C(C)C prenyl pentenoate